CC1=C(C(C=CC1=O)=O)C(=O)OC(CN1N=CN=C1)(CCC)C1=C(C=C(C=C1)OC1=CC=C(C=C1)Cl)C(F)(F)F 2-[4-(4-chlorophenoxy)-2-(trifluoromethyl)phenyl]-1-(1H-1,2,4-triazol-1-yl)pentan-2-ol methyl-3,6-dioxocyclohexa-1,4-diene-1-carboxylate